COC1=C(C=CC=C1)C=1C(=CN=NC1)C(=O)NC=1SC2=NC(=CC=C2N1)C1=CC=C(C=C1)N1COCC1=O 5-(2-methoxyphenyl)-N-(5-(4-(4-oxooxazolidin-3-yl)phenyl)thiazolo[5,4-b]pyridin-2-yl)pyridazine-4-carboxamide